CC=1C2=C(C=NC1)N=C(N2)S 7-methyl-1H-imidazo[4,5-c]Pyridine-2-thiol